C12COCCC2(C1)N1N=C2N=C(C=CC2=C1)C1=C(C=C(C=C1C)C(F)(F)F)O 2-(2-(3-oxabicyclo[4.1.0]heptan-6-yl)-2H-pyrazolo[3,4-b]pyridin-6-yl)-3-methyl-5-(trifluorometh-yl)phenol